ClC=1C(=C2N=C(N=C3C2=C([C@@H](C[C@@H]2[C@@H]4CC[C@H](CN32)N4C(=O)OC(C)(C)C)O)N1)SCC)F tert-butyl (4R,5aR,6S,9R)-2-chloro-12-(ethylthio)-1-fluoro-4-hydroxy-4,5,5a,6,7,8,9,10-octahydro-3,10a,11,13,14-pentaaza-6,9-methanonaphtho[1,8-ab]heptalene-14-carboxylate